[C@H]12N(C[C@H](NC1)C2)CC2CCN(CC2)C=2C=NN(C2)C2(CCC2)C(=O)NC2=C(C=C(C=C2)C(F)(F)F)Cl 1-(4-(4-(((1r,4r)-2,5-diazabicyclo[2.2.1]hept-2-yl)methyl)piperidin-1-yl)-1H-pyrazol-1-yl)-N-(2-chloro-4-(trifluoromethyl)phenyl)cyclobutane-1-carboxamide